indium-aluminum-arsenic [As].[Al].[In]